(2s,4s,5s)-N2-(3-chloro-4-fluorophenyl)-N2,5-dimethyl-1-(6-methyl-4-(trifluoromethyl)pyridin-2-yl)pyrrolidine-2,4-dicarboxamide ClC=1C=C(C=CC1F)N(C(=O)[C@H]1N([C@H]([C@H](C1)C(=O)N)C)C1=NC(=CC(=C1)C(F)(F)F)C)C